C1=CC=CC=2C3=CC=CC=C3N(C12)C1=CC=C(C=C1)N(C1=C(C(=CC=C1)N(C1=CC=C(C=C1)C)C=1C=C(C=CC1)C)Cl)C1=CC=CC=C1 N1-(4-(9H-carbazol-9-yl)phenyl)-2-chloro-N1-phenyl-N3-(m-tolyl)-N3-(p-tolyl)benzene-1,3-diamine